OC1=C2C(C(=COC2=CC(=C1)O)C1=CC(=C(C=C1)OC)O)=O 5,7,3'-trihydroxy-4'-methoxy-isoflavone